5-chloro-2-{[(1R)-1-(4-chlorophenyl)-1-{[1-(hydroxymethyl)cyclopropyl]methoxy}-5-(2-hydroxypropan-2-yl)-3-oxo-2,3-dihydro-1H-isoindol-2-yl]methyl}benzoic acid ClC=1C=CC(=C(C(=O)O)C1)CN1[C@@](C2=CC=C(C=C2C1=O)C(C)(C)O)(OCC1(CC1)CO)C1=CC=C(C=C1)Cl